CC=1C=C(OCC2CN(C(O2)=O)CCCC2(NC(C(C2)(F)F)=O)OCC)C=C(C1)C 5-((3,5-dimethylphenoxy)methyl)-3-(3-(2-ethoxy-4,4-difluoro-5-oxopyrrolidin-2-yl)propyl)oxazolidin-2-one